Cl.[La] lanthanum, hydrochloride